C(C)(C)(C)OC(=O)N[C@H](C(=O)O)C(C(C)(C)C)C (2S)-2-((tert-butoxycarbonyl)amino)-3,4,4-trimethylpentanoic acid